6-(2-(Difluoromethyl)-4-methoxybenzyl)-2-azaspiro[3.3]heptan FC(C1=C(CC2CC3(CNC3)C2)C=CC(=C1)OC)F